CC1=NN2C(N=CC=C2C2CN(CCC2)CC2=C(C=CC=C2)C)=C1C1=CC=NC=C1 2-methyl-7-(1-(2-methylbenzyl)piperidin-3-yl)-3-(pyridin-4-yl)pyrazolo[1,5-a]pyrimidine